((1s,3s)-3-((5-(1-(2,2-difluoroethyl)-4-fluoro-2-methyl-1H-benzo[d]imidazol-6-yl)-4-methoxy-7H-pyrrolo[2,3-d]pyrimidin-2-yl)amino)-1-methylcyclobutyl)(pyrrolidin-1-yl)methanone FC(CN1C(=NC2=C1C=C(C=C2F)C2=CNC=1N=C(N=C(C12)OC)NC1CC(C1)(C)C(=O)N1CCCC1)C)F